NC1=NC(=CC=C1)C amino-6-methylpyridin